tert-butyl 4-[(5-bromopyrrolo[2,1-f][1,2,4]triazin-2-yl)amino]piperidine-1-carboxylate BrC=1C=CN2N=C(N=CC21)NC2CCN(CC2)C(=O)OC(C)(C)C